CN([C@@H]1CN(CC1)C(=O)[C@@H]1CC2=C(CN1C(C)C)NC(=N2)C2=NNC1=CC(=CC=C21)C2=C(C=C(C=C2)O)CC)C ((S)-3-(dimethylamino)pyrrolidin-1-yl)((S)-2-(6-(2-ethyl-4-hydroxyphenyl)-1H-indazol-3-yl)-5-isopropyl-4,5,6,7-tetrahydro-3H-imidazo[4,5-c]pyridin-6-yl)methanone